N-(4'-(methoxymethyl)-[1,1'-biphenyl]-4-yl)-2-(2-methoxyphenoxy)-2-methylpropanamide COCC1=CC=C(C=C1)C1=CC=C(C=C1)NC(C(C)(C)OC1=C(C=CC=C1)OC)=O